ClC=1C=CC(=C(C(=O)NC2CCC(CC2)CN2C(N(C3=C2C=CC=C3)CC(C3=CC=CC=C3)=O)=O)C1)C(F)(F)F 5-chloro-N-((1r,4r)-4-((2-oxo-3-(2-oxo-2-phenylethyl)-2,3-dihydro-1H-benzo[d]imidazol-1-yl)methyl)cyclohexyl)-2-(trifluoromethyl)benzamide